CC=1SC=CC1C1=NN2C(=NC=3C=CC=CC3C2=N1)N[C@H]1C(NCC1)=O (3R)-3-{[2-(2-methylthiophene-3-yl)[1,2,4]triazolo[1,5-c]quinazolin-5-yl]amino}pyrrolidin-2-one